3-[5-fluoro-6-[3-(3-methoxy-3-methyl-azetidin-1-yl)-3-methyl-azetidin-1-yl]-3-pyridinyl]-1-tetrahydropyran-2-yl-indazole FC=1C=C(C=NC1N1CC(C1)(C)N1CC(C1)(C)OC)C1=NN(C2=CC=CC=C12)C1OCCCC1